[K+].BrC1=C(C=CC(=C1)S(=O)(=NC(=O)OC(C)(C)C)CC)N1CC(C1)(C(=O)[O-])C(F)(F)F 1-(2-bromo-4-(N-(tert-butoxycarbonyl)ethylsulfonimidoyl)phenyl)-3-(trifluoromethyl)azetidine-3-carboxylic acid, Potassium salt